N-(3-[2-[(3S)-3-hydroxybut-1-yn-1-yl]-6-(morpholin-4-yl)pyridin-4-yl]-4-methylphenyl)-2-(trifluoromethyl)pyridine-4-carboxamide O[C@H](C#CC1=NC(=CC(=C1)C=1C=C(C=CC1C)NC(=O)C1=CC(=NC=C1)C(F)(F)F)N1CCOCC1)C